C(C)C=1N(C2=C(C=NC=3C=CC=CC23)N1)CCCCN 4-(2-ethyl-1H-imidazo[4,5-c]quinolin-1-yl)butan-1-amine